C(C)(C)(C)OC(=O)N1C[C@@H]2NCC[C@@H]2C1 |r| rac-(3ar,6ar)-hexahydropyrrolo[3,4-b]pyrrole-5(1H)-carboxylic acid tert-butyl ester